C(#N)C=1C=C(C=CC1)C=1N=C(SC1C1=CC(=NC(=C1)C)C)NC(=O)N1[C@H](CC1)C(C)(C)O (2R)-N-[4-(3-cyanophenyl)-5-(2,6-dimethyl-4-pyridyl)thiazol-2-yl]-2-(1-hydroxy-1-methyl-ethyl)azetidine-1-carboxamide